COC1=CC=C(C=C1)C1=C(NC(=C1)C1=CC=CC=C1)\N=C\1/N=C(C=C1C1=CC=C(OCC(=O)OC)C=C1)C1=CC=CC=C1 (Z)-methyl 2-(4-(2-((3-(4-methoxyphenyl)-5-phenyl-1H-pyrrol-2-yl)imino)-5-phenyl-2H-pyrrol-3-yl)phenoxy)acetate